ClC=1C=CC(=NC1)C(C1(CCN(CC1)C(=O)OC(C)(C)C)O)C1CCC(CC1)(F)F tert-butyl 4-[(5-chloro-2-pyridyl)-(4,4-difluorocyclohexyl)methyl]-4-hydroxy-piperidine-1-carboxylate